C(C)(=O)NC1=NC=C(C(=C1)NC(OC(C)(C)C)=O)CCCOC tert-butyl (2-acetamido-5-(3-methoxypropyl)pyridin-4-yl)carbamate